C12CNCC(CC1)C2NC(OC(C)(C)C)=O tert-butyl (3-azabicyclo[3.2.1]octan-8-yl)carbamate